4-((4-amino-5-carbamoyl-1,3-benzodiazol-1-yl)methyl)phenylboronic acid NC1=C(C=CC=2N(C=NC21)CC2=CC=C(C=C2)B(O)O)C(N)=O